3-(3-hydroxy-2,6-dimethylphenyl)-6-(6-methylpyridin-3-yl)-7-tosyl-3,7-dihydro-4H-pyrrolo[2,3-d]pyrimidin-4-one OC=1C(=C(C(=CC1)C)N1C=NC2=C(C1=O)C=C(N2S(=O)(=O)C2=CC=C(C)C=C2)C=2C=NC(=CC2)C)C